N(C1=CC=CC=C1)C1=CC=2CC3=CC=C(C=C3C2C=C1C)N(C)C 2-anilino-3-methyl-6-(N-methyl-methylamino)fluorene